ClC1=C(C=CC=C1)C=1C=CC(=C(C=O)C1)B1OC(C(O1)(C)C)(C)C 5-(2-chlorophenyl)-2-(4,4,5,5-tetramethyl-1,3,2-dioxaborolan-2-yl)benzaldehyde